FC1=CC=C2CCC(NC2=C1)=O 7-Fluoro-3,4-dihydro-quinolin-2(1H)-one